tert-butyl 4-(4-(2,6-dichlorobenzamido)-1-(4-hydroxyphenylsulfonyl)-1H-pyrazole-3-carboxamido)piperidine-1-carboxylate ClC1=C(C(=O)NC=2C(=NN(C2)S(=O)(=O)C2=CC=C(C=C2)O)C(=O)NC2CCN(CC2)C(=O)OC(C)(C)C)C(=CC=C1)Cl